Methyl 3-fluoro-4-(4,4,5,5-tetramethyl-1,3,2-dioxaborolan-2-yl)benzoate FC=1C=C(C(=O)OC)C=CC1B1OC(C(O1)(C)C)(C)C